2-(3-ethoxy-2-fluorophenyl)-5-(1H-pyrrolo[2,3-b]pyridin-4-yl)-1-{[2-(trimethylsilyl)ethoxy]methyl}-1H-pyrrole-3-carboxamide C(C)OC=1C(=C(C=CC1)C=1N(C(=CC1C(=O)N)C1=C2C(=NC=C1)NC=C2)COCC[Si](C)(C)C)F